C(C)(C)(C)OC(NCC(CC(C)C)C(NC=1C=C2CN(C(C2=CC1)=O)C1C(NC(CC1)=O)=O)=O)=O (2-((2-(2,6-Dioxopiperidin-3-yl)-1-oxoisoindolin-5-yl)carbamoyl)-4-methylpentyl)carbamic acid tert-butyl ester